BrC1=CC=C(C(=N1)C=O)OC 6-bromo-3-methoxypicolinaldehyde